COC=1C=C(C=CC1CC=1SC=CN1)C=1C=C2C(NC(=NC2=CC1)C)=O 6-(3-methoxy-4-(thiazol-2-ylmethyl)phenyl)-2-methyl-quinazolin-4(3H)-one